CN(CCN1CCC2=CC=C(C=C12)NC1=NC=CC(=N1)NC=1C=NC2=CC=CC=C2C1)C N2-(1-(2-(dimethylamino)ethyl)indolin-6-yl)-N4-(quinolin-3-yl)pyrimidine-2,4-diamine